mono(2-methacryloxyethyl) phthalate C(C=1C(C(=O)[O-])=CC=CC1)(=O)OCCOC(C(=C)C)=O